COS(=O)(=O)CCCC1CN(C1)C(=O)OC(C)(C)C tert-butyl 3-(3-(methoxysulfonyl)propyl)azetidine-1-carboxylate